C1(CCC1)C(=O)N1C[C@H]([C@H](C1)F)NC(C1=CC=CC(=C1)F)=O N-[(3R,4S)-1-cyclobutanecarbonyl-4-fluoropyrrolidin-3-yl]-5-fluorobenzamide